BrC=1C(=C2C(=NC1)NC=C2C2=CC=C(C#N)C=C2)Cl 4-(5-bromo-4-chloro-1H-pyrrolo[2,3-b]pyridin-3-yl)benzonitrile